C(C)N1C(N(C(C2=C1N(C(C=C2NC2=NC=CC(=C2)C)=O)C)=O)C)=O 1-ethyl-3,8-dimethyl-5-[(4-methylpyridine-2-yl)amino]Pyrido[2,3-d]Pyrimidine-2,4,7(1H,3H,8H)-trione